[Li+].FS(=O)(=O)[O-] fluorosulfonate lithium salt